3-(4-chlorobenzyl)tetrahydrofuran-3-amine ClC1=CC=C(CC2(COCC2)N)C=C1